ClC=1C=C(C=CC1Cl)S(=O)(=O)NC1=C(C(=CC=C1)B1OC(C(O1)(C)C)(C)C)F 3,4-dichloro-N-[2-fluoro-3-(4,4,5,5-tetramethyl-[1,3,2]dioxaborolan-2-yl)-phenyl]-benzenesulfonamide